tri-tert-butyl (3S,10S,14S)-1-[5-(aminomethyl)pyridin-2-yl]-1,4,12-trioxo-3-[(quinolin-3-yl)methyl]-2,5,11,13-tetraazahexadecane-10,14,16-tricarboxylate NCC=1C=CC(=NC1)C(N[C@H](C(NCCCC[C@H](NC(N[C@@H](CCC(=O)OC(C)(C)C)C(=O)OC(C)(C)C)=O)C(=O)OC(C)(C)C)=O)CC=1C=NC2=CC=CC=C2C1)=O